3-chloro-2-hydroxy-propylsulfuric acid sodium salt [Na+].ClCC(COS([O-])(=O)=O)O